CN(C(=O)NC)C N,N-dimethyl-N'-methyl-urea